ClC1=C2C(N(C(NC2=C(C=C1)C1=CC=CC=C1)=O)O)=O 5-chloro-3-hydroxy-8-phenylquinazoline-2,4(1H,3H)-dione